F[C@H]1[C@@H]2CC[C@H](C[C@H]1OC1=CC=C(N=N1)C=1C=C3C=CC(=NC3=CC1O)C(=O)NC)N2 6-(6-(((1s,2s,3r,5r)-2-fluoro-8-azabicyclo[3.2.1]oct-3-yl)oxy)pyridazin-3-yl)-7-hydroxy-N-methylquinoline-2-carboxamide